COC(=O)C1=CC2=CC=CC=C2C=C1OCCNC(=O)OC(C)(C)C.ClC=1C(=CC(=C(C1)S(=O)(=O)N(COCC[Si](C)(C)C)C1=NOC=C1)F)F 5-chloro-2,4-difluoro-N-isoxazol-3-yl-N-(2-trimethylsilylethoxymethyl)benzenesulfonamide methyl-3-(2-(tert-butoxycarbonyl)aminoethoxy)-2-naphthoate